FC1=C(C(=O)NC2=NC(=CC=C2)C)C=C(C(=C1)F)C=1C=NC=CC1C 2,4-difluoro-N-(6-methylpyridin-2-yl)-5-(4-methylpyridin-3-yl)benzamide